FC1=CC(=C(OC=2C(=NC=NC2)N2CC3(C2)CCN(CC3)CC3CCC(CC3)C(=O)OC)C=C1)C(N(C)C(C)C)=O methyl (1r,4r)-4-((2-(5-(4-fluoro-2-(isopropyl(methyl)carbamoyl) phenoxy)pyrimidin-4-yl)-2,7-diazaspiro[3.5]nonan-7-yl)methyl)cyclohexane-1-carboxylate